2-[4-[7-(trifluoromethyl)-2-quinolinyl]phenoxy]ethanol FC(C1=CC=C2C=CC(=NC2=C1)C1=CC=C(OCCO)C=C1)(F)F